N-(6-(2-aminopyridin-4-yl)-5-(3-fluoro-4-((6-methyl-pyridin-2-yl)oxy)phenyl)-7,8-dihydro-6H-imidazo[1',2':1,5]pyrrolo[2,3-d]pyrimidin-4-yl)Acetamide NC1=NC=CC(=C1)N1CCN2C1=C(C1=C2N=CN=C1NC(C)=O)C1=CC(=C(C=C1)OC1=NC(=CC=C1)C)F